FC(C1=CC=C(C=N1)CN1N=C2N(CCCC2)C1=O)F (5S)-2-{[6-(Difluoromethyl)pyridin-3-yl]methyl}-3-oxo-2,3,5,6,7,8-hexahydro[1,2,4]triazolo[4,3-a]pyridin